ClC1=CC=C(C(=O)NC(C)C=2C=C3CCCN(C3=CC2)C(CC(C)C)=O)C=C1 4-Chloro-N-{1-[1-(3-methylbutanoyl)-1,2,3,4-tetrahydrochinolin-6-yl]ethyl}benzamid